6-(8-ethyl-7-fluoro-3-hydroxy-1-naphthyl)-4-(1,4-oxazepan-4-yl)-2-(pyrrolidin-3-ylmethoxy)-7H-pyrrolo[3,4-d]pyrimidin-5-one C(C)C=1C(=CC=C2C=C(C=C(C12)N1CC=2N=C(N=C(C2C1=O)N1CCOCCC1)OCC1CNCC1)O)F